(R)-N-((3-CHLORO-5-CYANO-4-(((R)-4-(DIMETHYLAMINO)-1-(4-FLUOROPHENOXY)BUTAN-2-YL)OXY)PHENYL)SULFONYL)-2-METHYLTETRAHYDRO-2H-PYRAN-2-CARBOXAMIDE ClC=1C=C(C=C(C1O[C@@H](COC1=CC=C(C=C1)F)CCN(C)C)C#N)S(=O)(=O)NC(=O)[C@@]1(OCCCC1)C